FC(C1=C2CN(C(C2=CC(=C1)CNC1(CCC1)C)=O)C1=CC(=CC=C1)[C@@H](C1COC1)C1=NN=CN1C)F 4-(difluoromethyl)-2-(3-((R)-(4-methyl-4H-1,2,4-triazol-3-yl)(oxetan-3-yl)methyl)phenyl)-6-((R)-1-((1-methylcyclobutyl)amino)methyl)isoindolin-1-one